C(=O)OC(CNCC1=NC=C(C=C1)Br)(C)C N-[(5-bromo-2-pyridyl)methyl]aminotert-butyl formate